(+/-)-N5-cyclopropyl-1-(2-hydroxy-1-phenylethyl)-N3-methyl-2-oxo-1,2-dihydropyridine-3,5-dicarboxamide C1(CC1)NC(=O)C=1C=C(C(N(C1)[C@@H](CO)C1=CC=CC=C1)=O)C(=O)NC |r|